C(N)(OC(C(=O)NC1=C(C(=C(C=C1)Br)Cl)C(C1=C(C=CC=C1)F)=O)C)=O [2-[4-bromo-3-chloro-2-(2-fluorobenzoyl)anilino]-1-methyl-2-oxo-ethyl] carbamate